n-octadecyl-(3,5-di-tert-butyl-4-hydroxyphenyl) propionate C(CC)(=O)OC1=C(C(=C(C(=C1)C(C)(C)C)O)C(C)(C)C)CCCCCCCCCCCCCCCCCC